ClC1=CC=2C3=C(C=NC2C=C1)N=C(N3[C@H]3C[C@H](OCC3)C)C3COC3 8-chloro-1-[(2R,4R)-2-methyltetrahydro-2H-pyran-4-yl]-2-(oxetan-3-yl)-1H-imidazo[4,5-c]quinoline